(4-(3-hydroxyoxetan-3-yl)phenyl)(4-methyl-4-(4-(trifluoromethyl)phenoxy)piperidin-1-yl)methanone OC1(COC1)C1=CC=C(C=C1)C(=O)N1CCC(CC1)(OC1=CC=C(C=C1)C(F)(F)F)C